2-(5-bromo-1H-indol-1-yl)ethanol BrC=1C=C2C=CN(C2=CC1)CCO